C[Si](O[SiH](C)C)(O[SiH](C)C)O[SiH](C)C methyltris(dimethyl-siloxy)silane